2-methyl-5-(2-chloro-5-fluoropyrimidin-4-yl)-7-fluoro-2H-indazole CN1N=C2C(=CC(=CC2=C1)C1=NC(=NC=C1F)Cl)F